1-((2,2-dimethyl-1,3-dioxan-5-yl)methyl)-2-(ethoxymethyl)-6,7-dimethyl-N-(2,4,4-trimethylpentan-2-yl)-1H-imidazo[4,5-c]pyridin-4-amine CC1(OCC(CO1)CN1C(=NC=2C(=NC(=C(C21)C)C)NC(C)(CC(C)(C)C)C)COCC)C